C=CCCC=CC 1,5-Heptadien